(2S,3R,4R,5R)-3-allyl-4-(benzyloxy)-5-((benzyloxy)methyl)-2-(4-chloro-7H-pyrrolo[2,3-d]pyrimidin-7-yl)tetrahydrofuran-3-ol C(C=C)[C@@]1([C@H](O[C@@H]([C@H]1OCC1=CC=CC=C1)COCC1=CC=CC=C1)N1C=CC2=C1N=CN=C2Cl)O